N-(1-(cyanomethyl)-5-(3,3,3-trifluoropropyl)-1H-1,2,4-triazol-3-yl)-4-(5-(3,5-dichlorophenyl)-5-(trifluoromethyl)-4,5-dihydroisoxazol-3-yl)-2-methylbenzamide C(#N)CN1N=C(N=C1CCC(F)(F)F)NC(C1=C(C=C(C=C1)C1=NOC(C1)(C(F)(F)F)C1=CC(=CC(=C1)Cl)Cl)C)=O